1-aminopropyl-3-propylimidazolium hydroxide salt [OH-].NC(CC)C=1NC=C[N+]1CCC